1-(fluorosulfuryl)2,3-dimethyl-1H-imidazol-3-ium trifluoromethansulfonate FC(S(=O)(=O)[O-])(F)F.FS(=O)(=O)N1C(=[N+](C=C1)C)C